BrC=1C=C2C(C(N(C2=CC1C(=O)OCC)C)=O)(C)OC ethyl 5-bromo-3-methoxy-1,3-dimethyl-2-oxo-indoline-6-carboxylate